tert-butyl (2R,5S)-5-(4-chlorobenzyl)-2-(5-methyl-1H-pyrazol-3-yl)morpholine-4-carboxylate ClC1=CC=C(C[C@H]2CO[C@H](CN2C(=O)OC(C)(C)C)C2=NNC(=C2)C)C=C1